ClCC(=O)NNC(=O)C1=CC=C(N=N1)C1CN(CC1)C(=O)OC(C)(C)C 2-methylpropan-2-yl 3-(6-{[2-(2-chloroacetyl)diazanyl]carbonyl}-1,2-diazin-3-yl)tetrahydropyrrole-1-carboxylate